C(CCCCCCC)C1=CC=C(C=C1)NC(CCCNC(OC(C)(C)C)=O)=O Tert-butyl (4-((4-octylphenyl)amino)-4-oxobutyl)carbamate